7-(5-cyclopropyl-4,5,6,7-tetrahydrothieno[3,2-c]pyridin-2-yl)-3-((3-isopropoxy-3-oxopropyl)amino)benzo[e][1,2,4]triazine-1,4-dioxide C1(CC1)N1CC2=C(CC1)SC(=C2)C2=CC1=C([N+](=C(N=[N+]1[O-])NCCC(=O)OC(C)C)[O-])C=C2